FC(C(C(F)(F)F)OC=1C(=NC2=CC(=CC=C2N1)F)O)(F)F 3-(hexafluoroisopropoxy)-7-fluoro-2-hydroxyquinoxaline